C1(CC1)C1=NC=C(C(=C1)C1=NN2C(N(C3=C(C2=O)CN(C3=O)C(C)C)CC(=O)NC3=NC=C(C=C3)F)=C1)C 2-(2-(2-cyclopropyl-5-methylpyridin-4-yl)-6-isopropyl-5,8-dioxo-5,6,7,8-tetrahydro-4H-pyrazolo[1,5-a]pyrrolo[3,4-d]pyrimidin-4-yl)-N-(5-fluoropyridin-2-yl)acetamide